ClC=1C=C(C=CC1C(=O)N1CCCC1)NC1CN(C1)C(=O)OC(C)(C)C tert-butyl 3-(3-chloro-4-(pyrrolidine-1-carbonyl)phenylamino)azetidine-1-carboxylate